N-[(9Z)-octadec-9-enoyl]histidine C(CCCCCCC\C=C/CCCCCCCC)(=O)N[C@@H](CC1=CNC=N1)C(=O)O